tert-butyl N-methyl-N-[(1s,4s)-4-[2-(methylsulfanyl)-7-oxo-5-[2-(triisopropylsilyl)ethynyl]pyrido[2,3-d]pyrimidin-8-yl]cyclohexyl]carbamate CN(C(OC(C)(C)C)=O)C1CCC(CC1)N1C(C=C(C2=C1N=C(N=C2)SC)C#C[Si](C(C)C)(C(C)C)C(C)C)=O